FC=1C=C2C(=CN=C(C2=CC1F)OC)[C@@H](C)N[S@@](=O)C(C)(C)C (S)-N-[(R)-1-(6,7-difluoro-1-methoxy-4-isoquinolyl)ethyl]-2-methyl-propane-2-sulfinamide